(NZ,R)-N-[1'-(7-bromo-6-methyl-pyrazolo[1,5-a]pyrazin-4-yl)-4-methoxy-spiro[indane-2,4'-piperidine]-1-ylidene]-2-methyl-propane-2-sulfinamide BrC1=C(N=C(C=2N1N=CC2)N2CCC1(CC2)/C(/C2=CC=CC(=C2C1)OC)=N/[S@](=O)C(C)(C)C)C